C(C)C(C(CC)C1=CC=C(C=C1)O)C(C)C1=CC=C(C=C1)O 4-[4-ethyl-5-(4-hydroxyphenyl)hex-3-yl]phenol